N-(6-(3,4-difluoro-2-(hydroxymethyl)phenyl)imidazo[1,2-a]pyridin-2-yl)cyclopropanecarboxamide FC=1C(=C(C=CC1F)C=1C=CC=2N(C1)C=C(N2)NC(=O)C2CC2)CO